3,6-di(9-carbazolyl)-9-(2-ethyl-hexyl)carbazole C1=CC=CC=2C3=CC=CC=C3N(C12)C=1C=CC=2N(C3=CC=C(C=C3C2C1)N1C2=CC=CC=C2C=2C=CC=CC12)CC(CCCC)CC